5-bromo-N,N-dimethyl-quinolin-2-amine BrC1=C2C=CC(=NC2=CC=C1)N(C)C